Lithium 3-((N-benzylbenzo[b]thiophen-3-sulfonamido)ethynyl)-2-(1H-pyrrol-1-yl)benzoate C(C1=CC=CC=C1)N(S(=O)(=O)C=1C2=C(SC1)C=CC=C2)C#CC=2C(=C(C(=O)[O-])C=CC2)N2C=CC=C2.[Li+]